NCC(CN1N=CN(C1=O)C1=CC(=CC=C1)C1=CC=C(C=C1)S(=O)(=O)C)=C(F)F 2-[2-(aminomethyl)-3,3-difluoro-allyl]-4-[3-(4-methylsulfonylphenyl)phenyl]-1,2,4-triazol-3-one